N-(6-chloro-2-(3,3-difluoro-pyrrolidin-1-yl)-4-phenylpyridin-3-yl)-2-isopropylpyrimidine-5-carboxamide ClC1=CC(=C(C(=N1)N1CC(CC1)(F)F)NC(=O)C=1C=NC(=NC1)C(C)C)C1=CC=CC=C1